C1(CC1)C=1C=C2C(=CC(=NC2=C(C1)C)C=1OC2=C(C1C)C=CC=C2)C(=O)O 6-cyclopropyl-8-methyl-2-(3-methyl-1-benzofuran-2-yl)quinoline-4-carboxylic acid